C(=O)(OCC1C2=CC=CC=C2C2=CC=CC=C12)N[C@@H](CCCCN)C(=O)O fmoc-L-lysine